C(C)(C)(C)OC(=O)N1CCC(CC1)CCN1[C@H](CN(CC1)C1=NC=NC(=C1)C=1NN=C2C=CC(=CC12)OC1(CC1)C)C 4-[2-[(2S)-2-methyl-4-[6-[5-(1-methylcyclopropoxy)-2H-indazol-3-yl]pyrimidin-4-yl]piperazin-1-yl]ethyl]piperidine-1-carboxylic acid tert-butyl ester